C(C)OC(CCCCCCCCCCCC/C=C/CCO)OCC (3E)-17,17-diethoxy-3-heptadecen-1-ol